5-(4,4,5,5-tetramethyl-1,3,2-dioxaborolan-2-yl)-1-[[2-(trimethylsilyl)ethoxy]methyl]pyrazolo[3,4-b]pyridine CC1(OB(OC1(C)C)C=1C=C2C(=NC1)N(N=C2)COCC[Si](C)(C)C)C